1-(6-(2,6-dioxopiperidin-3-yl)-4-methylpyridin-3-yl)azetidine-3-carbaldehyde O=C1NC(CCC1C1=CC(=C(C=N1)N1CC(C1)C=O)C)=O